1,3,8-trichloro-2,7-naphthyridine ClC1=NC(=CC2=CC=NC(=C12)Cl)Cl